1-(2-(2-Hydroxyethoxy)ethyl)-1H-1,2,3-triazole-4-carboxamide OCCOCCN1N=NC(=C1)C(=O)N